BrC1(C(=C1F)Br)Br tribromofluorocyclopropene